C1(CC1)C1=NC(=C(C(=O)OC)C(=C1)C)N1CCC(CCC1)(F)F methyl 6-cyclopropyl-2-(4,4-difluoroazepan-1-yl)-4-methylnicotinate